ClC=1C=CC(=C(C1)B(O)O)NC(C(C)(C)C)=O 5-CHLORO-2-(PIVALOYLAMINO)PHENYLBORONIC ACID